FCCOC=1C(=NC(=NC1)N)OC [5-(2-fluoroethoxy)-4-methoxy-pyrimidin-2-yl]amine